C1(=CC=CC=C1)COCCC1(CCCC1)C=O 1-(2-(phenylmethoxy)ethyl)cyclopentane-1-carbaldehyde